C(C)N(C1=CC=C(C=C1)C=CC(=O)C1=C(C=C(C=C1OC)OC)O)CC 3-[4-(Diethylamino)phenyl]-1-(2-hydroxy-4,6-dimethoxyphenyl)prop-2-en-1-one